C[C@H]1C[C@H](NCC1)C1=CC=C(C=C1)O 4-((2S,4R)-4-Methylpiperidin-2-yl)phenol